COC=1C=C(C(=O)NC)C=CC1NCC#CC=1N(C2=CC=CC(=C2C1)NC1CCC(CC1)N1CCC2(CCOCC2)CC1)CC(F)(F)F 3-methoxy-N-methyl-4-{[3-(4-{[(1R,4R)-4-{3-oxa-9-azaspiro[5.5]undecan-9-yl}cyclohexyl]amino}-1-(2,2,2-trifluoroethyl)-1H-indol-2-yl)prop-2-yn-1-yl]amino}benzamide